(6aR,7R,10aS)-2-(1-acetylpiperidin-4-yl)-7,10a-dimethyl-8-oxo-4-phenyl-5,6,6a,7,8,10a-hexahydrobenzo[h]quinazoline-9-carbonitrile C(C)(=O)N1CCC(CC1)C1=NC=2[C@]3([C@H](CCC2C(=N1)C1=CC=CC=C1)[C@H](C(C(=C3)C#N)=O)C)C